tert-butyl 1-(cyclopropylmethyl)-2-[[3-fluoro-5-methoxycarbonyl-2-(methylamino)phenyl]carbamoyl]-6,7-dihydropyrrolo[3,2-g]indole-8-carboxylate C1(CC1)CN1C(=CC=2C=CC=3CCN(C3C21)C(=O)OC(C)(C)C)C(NC2=C(C(=CC(=C2)C(=O)OC)F)NC)=O